C(CC(C)(O)C(=O)[O-])(=O)[O-] Citramalat